1-(3-(1-cyclopropylethyl)-2-hydroxyphenyl)ethanone C1(CC1)C(C)C=1C(=C(C=CC1)C(C)=O)O